C(C)(C)(C)OC(COCCCCOCCCOS(=O)(=O)C1=CC=C(C)C=C1)=O 2-(4-(3-(tosyloxy)propoxy)butoxy)acetic acid tert-butyl ester